(4-bromo-3-formyl-phenyl)boronic acid BrC1=C(C=C(C=C1)B(O)O)C=O